ClC1=CC(=C2C(=N1)C(=C(O2)C[C@H](CCF)NC(OC(C)(C)C)=O)C)SC tert-butyl N-[(2R)-1-[5-chloro-3-methyl-7-(methylsulfanyl)furo[3,2-b]pyridin-2-yl]-4-fluorobutan-2-yl]carbamate